L-phenylglycine methyl-sodium salt C[Na].N[C@@H](C1=CC=CC=C1)C(=O)O